O=C1N(NC2=CC(=CC=C12)C1CCN(CC1)CC1=CC(=CC=C1)C(F)(F)F)C1C(NC(CC1)=O)=O 3-(3-oxo-6-(1-(3-(trifluoromethyl)benzyl)piperidin-4-yl)-1,3-dihydro-2H-indazol-2-yl)piperidine-2,6-dione